3-Trimethoxysilylpropyldimethyloctylammonium chlorid [Cl-].CO[Si](CCC[N+](CCCCCCCC)(C)C)(OC)OC